C(C=C)(=O)N1[C@@H](C[C@H](CC1)N1N=CC=2C(=NC=3C(=C(C(=CC3C21)Cl)C2=C(C(=CC=C2)C)C(F)(F)F)F)N2CC(C2)N(C)C)CC#N 2-((2S,4S)-1-acryloyl-4-(8-chloro-4-(3-(dimethylamino)azetidin-1-yl)-6-fluoro-7-(3-methyl-2-(trifluoromethyl)phenyl)-1H-pyrazolo[4,3-c]quinolin-1-yl)piperidin-2-yl)acetonitrile